BrC1=CC(=C2CN(C(C2=C1)=O)C1CCC(CC1)C(=O)NC1=CC(=C(C=C1)C)OC)C 4-(6-bromo-4-methyl-1-oxo-isoindolin-2-yl)-N-(3-methoxy-4-methyl-phenyl)cyclohexanecarboxamide